BrC=1C=C2[C@@H]([C@H]([C@@H](NC2=CC1)C)C)NC(OC(C)(C)C)=O |r| rac-tert-Butyl ((2S,3S,4R)-6-bromo-2,3-dimethyl-1,2,3,4-tetrahydroquinolin-4-yl)carbamate